C(C)(C)(C)OC(=O)NC[C@@H](C(=O)[O-])C1=CC=C(C=C1)COC(C1=C(C=C(C=C1)C)C)=O.C(C1=CC=CC=C1)[NH2+]CC1=CC=CC=C1 dibenzylammonium (S)-3-((tert-butoxycarbonyl)amino)-2-(4-(((2,4-dimethylbenzoyl)oxy)methyl)phenyl)propanoate